O=[13C]1[13C](O)=[13C](O)[13C@H](O1)[13C@@H](O)[13CH2]O [13C6]-ascorbic acid